methyl N-[(benzyloxy)carbonyl]-L-homoserinate C(C1=CC=CC=C1)OC(=O)N[C@@H](CCO)C(=O)OC